[3-[(1R)-1-[[5-[(1R,5S)-3,8-diazabicyclo[3.2.1]oct-3-yl]-2-methyl-benzoyl]amino]ethyl]-5-methoxy-phenyl]-1-ethyl-N-methyl-pyrrole-2-carboxamide [C@H]12CN(C[C@H](CC1)N2)C=2C=CC(=C(C(=O)N[C@H](C)C=1C=C(C=C(C1)OC)C1=C(N(C=C1)CC)C(=O)NC)C2)C